((S)-2-(3-((2'-fluoro-5'-methoxy-2-((S)-1-methoxy-2,2-dimethylpropyl)-[1,1'-biphenyl]-4-yl)methoxy)phenyl)propyl)(methyl)phosphinic acid FC1=C(C=C(C=C1)OC)C1=C(C=C(C=C1)COC=1C=C(C=CC1)[C@@H](CP(O)(=O)C)C)[C@H](C(C)(C)C)OC